(3-chloro-5-(trifluoromethyl)phenyl)methanamine ClC=1C=C(C=C(C1)C(F)(F)F)CN